thiazolidine-4-carbonitrile hydrochloride Cl.S1CNC(C1)C#N